C(N)(OC(C(=O)NCCOC(=O)OC1=CC=C(C=C1)C=CC1=CC(=CC(=C1)OCC)OCC)C(CC(C)(C)C)C)=O Tert-butyl-(1-((2-(((4-(3,5-diethoxystyrenyl) phenoxy) carbonyl) oxy) ethyl) amino)-3-methyl-1-oxobutan-2-yl) carbamate